FC1(CN(CC[C@H]1NC1=NN2C(C(=N1)OC)=C(C(=C2)F)C2=CC=1N(C=C2)N=CC1C(=O)NC(C)C)C1COC1)F (R)-5-(2-((3,3-difluoro-1-(oxetan-3-yl)piperidin-4-yl)amino)-6-fluoro-4-methoxypyrrolo[2,1-f][1,2,4]triazin-5-yl)-N-isopropylpyrazolo[1,5-a]pyridine-3-carboxamide